[K+].S([O-])(O)(=O)=O Sulfuric acid, monopotassium salt